FC(OC1=C(C=CC(=C1F)F)[C@H]1[C@H](O[C@]([C@@H]1C)(C(F)(F)F)C)C(=O)NC1=CC(=NC=C1C)C(=O)N)F (2S,3S,4R,5R)-4-[[3-[2-(difluoromethoxy)-3,4-difluorophenyl]-4,5-dimethyl-5-(trifluoromethyl)tetrahydrofuran-2-carbonyl]amino]-5-methyl-pyridin-2-carboxamid